(R)-2,3-dihydro-1H-inden C1CCC2=CC=CC=C12